[K+].CC1=C(C(=CC(=C1)C)C)S(=O)[O-] 2,4,6-trimethylbenzenesulfinic acid potassium salt